2,3-Hexanediol CC(C(CCC)O)O